2-[[1-[4-fluoro-3-(trifluoromethoxy)phenyl]-5-isobutylpyrazol-3-yl]amino]-5-(thiophen-2-yl)nicotinic acid FC1=C(C=C(C=C1)N1N=C(C=C1CC(C)C)NC1=C(C(=O)O)C=C(C=N1)C=1SC=CC1)OC(F)(F)F